(R)-6-(3-(2,3-difluorophenyl)isoxazolidin-2-yl)-N-(2-methoxy-5-(1-methyl-1H-pyrazole-4-yl)-6-(4-methylpiperazin-1-yl)pyridin-3-yl)pyrimidin-4-amine FC1=C(C=CC=C1F)[C@@H]1N(OCC1)C1=CC(=NC=N1)NC=1C(=NC(=C(C1)C=1C=NN(C1)C)N1CCN(CC1)C)OC